C(C)(C)(C)OC(=O)N1CCCCC12C(C2)CNC(=O)C2=CC=1C(=CN=CC1)O2.NCCC[Si](OCC)(OCC)C Aminopropyl-methyl-diethoxysilane tert-butyl-2-[(furo[2,3-c]pyridine-2-carbonylamino)methyl]-8-azaspiro[2.5]octane-8-carboxylate